COC(=O)C=1C(N(C2=CC(=CC=C2C1N)C(F)(F)F)C1=CC=C(C=C1)OCCO)=O.ClC[Si](C)(C)OCC (chloromethyl)(ethoxy)dimethylsilane methyl-4-amino-1-(4-(2-hydroxyethoxy)phenyl)-2-oxo-7-(trifluoromethyl)-1,2-dihydroquinoline-3-carboxylate